2-oxoethyl phosphate diammonium salt [NH4+].[NH4+].P(=O)(OCC=O)([O-])[O-]